NC=1C2=C(N=CN1)C(=CC(=N2)N(C)C2CC2)C=2C(=C(C=CC2C)O)C (S)-3-(4-amino-6-(cyclopropyl(methyl)amino)pyrido[3,2-d]pyrimidin-8-yl)-2,4-dimethylphenol